CC1=CCC[C@H]2[C@]1([C@H]([C@@H]([C@]3([C@@]2([C@H](C[C@]4(O3)CC(=O)OC4)OC(=O)C)C)C)OC(=O)C)OC(=O)C5=CN=CC=C5)C The molecule is a diterpene alkaloid of group of neo-clerodanes isolated from the whole plants of Scutellaria barbata and has been shown to exhibit neoplastic activity. It has a role as an antineoplastic agent and a plant metabolite. It is a diterpene alkaloid, a pyridine alkaloid, an acetate ester, an organic heterotetracyclic compound and an oxaspiro compound.